ClC=1C=C(C=CC1)NCC (S)-3-chlorophenyl-ethylamine